O=C1NC(CCC1C1=COC2=C1C=C(C=C2)C#CCNC(C2=NC=C(C=C2)C=2N=CC1=C(C=CC=C1C2)C2=CC1=C(N(C(O1)=O)C)C=C2)=O)=O N-(3-(3-(2,6-dioxo-piperidin-3-yl)benzofuran-5-yl)prop-2-yn-1-yl)-5-(8-(3-methyl-2-oxo-2,3-dihydrobenzo[d]oxazol-6-yl)isoquinolin-3-yl)picolinamide